tert-butyl 4-(4-amino-5-cyano-1-(4-((4-(trifluoromethyl)pyridin-2-yl)carbamoyl)phenyl)-1H-pyrrol-3-yl)piperidine-1-carboxylate NC=1C(=CN(C1C#N)C1=CC=C(C=C1)C(NC1=NC=CC(=C1)C(F)(F)F)=O)C1CCN(CC1)C(=O)OC(C)(C)C